C1(=CC=CC=C1)C=CC(C(C=CC1=CC=CC=C1)=O)=O 1,6-diphenyl-1,5-hexadiene-3,4-dione